dimethyl-γ-butyrolactone acrylate CC1(C(COC1=O)OC(=O)C=C)C